13-cyclopropyl-11-fluoro-5-methyl-6,7-dihydro-13H-1,15-ethenopyrazolo[4,3-f][1,10,4,8]benzodioxadiazacyclotridecin-4(5H)-one C1(CC1)C1OC2=NC3=C(C(N(CCOC4=C1C=C(C=C4)F)C)=O)C=NN3C=C2